Pyrazolo[1,5-a]Pyridine-6-carboxylic acid N1=CC=C2N1C=C(C=C2)C(=O)O